C(C)(C)(C)C1=NC(=NC(=C1)C(C)(C)C)N 4,6-Di-tert-butyl-pyrimidin-2-amine